[Si](C)(C)(C(C)(C)C)OCCSC=1N=NC(=CC1NC1=CC(=NC=C1)NC(=O)C1CC(C1)N1CCN(CC1)C)C1=C(C=CC(=C1)Cl)F N-(4-{[3-({2-[(tert-butyldimethylsilyl)oxy]ethyl}sulfanyl)-6-(5-chloro-2-fluorophenyl)pyridazin-4-yl]amino}pyridin-2-yl)-3-(4-methylpiperazin-1-yl)cyclobutane-1-carboxamide